1-(2-chloromethylphenyl)-3-(p-tolyl)imidazolin-2-one ClCC1=C(C=CC=C1)N1C(N(CC1)C1=CC=C(C=C1)C)=O